4-methylpiperidin-4-carboxamide CC1(CCNCC1)C(=O)N